2-[3,5-dichloro-4-[[3-(3-chlorophenyl)-4-hydroxy-phenyl]methyl]phenoxy]acetic acid ClC=1C=C(OCC(=O)O)C=C(C1CC1=CC(=C(C=C1)O)C1=CC(=CC=C1)Cl)Cl